(2,4-dimethyl-[1,3]dioxolan-2-yl)acetic acid ethyl ester C(C)OC(CC1(OCC(O1)C)C)=O